2-(2-chloro-4-(1-methyl-1H-pyrazol-4-yl)phenyl)-5-((3aR,6aS)-5-methylhexahydropyrrolo[3,4-c]pyrrol-2(1H)-yl)-1,3,4-thiadiazole ClC1=C(C=CC(=C1)C=1C=NN(C1)C)C=1SC(=NN1)N1C[C@@H]2CN(C[C@@H]2C1)C